(S)-N-(5-chloro-6-(2H-1,2,3-triazol-2-yl)pyridin-3-yl)-1-(1-(tetrahydrofuran-2-yl)isoquinolin-4-yl)-5-(trifluoromethyl)-1H-pyrazole-4-carboxamide ClC=1C=C(C=NC1N1N=CC=N1)NC(=O)C=1C=NN(C1C(F)(F)F)C1=CN=C(C2=CC=CC=C12)[C@H]1OCCC1